N-((5-methyl-1-(4-(trifluoromethyl)phenyl)-1,2,3,4-tetrahydroquinolin-3-yl)methyl)acrylamide CC1=C2CC(CN(C2=CC=C1)C1=CC=C(C=C1)C(F)(F)F)CNC(C=C)=O